C(C)(C)(C)N(C(O)=O)C[C@@]1(NC(NC1=O)=O)C1=NN(C=C1C)C.Cl.NC[C@]1(C(NC(N1)=O)=O)C1=NN(C=C1C)C |r| rac-5-(aminomethyl)-5-(1,4-dimethyl-1H-pyrazol-3-yl)imidazolidine-2,4-dione hydrochloride rac-tert-butyl-{[4-(1,4-dimethyl-1H-pyrazol-3-yl)-2,5-dioxoimidazolidin-4-yl]methyl}carbamate